C1(CCCC1)CN1C(C2=C(C(=C1)C=1C=C(C(=O)N(C)C)C=CC1)C=CN2)=O 3-[6-(cyclopentylmethyl)-7-oxo-1H-pyrrolo[2,3-c]pyridin-4-yl]-N,N-dimethylbenzamide